FC1=CC=C(C=C1)[C@@H]1N(CCC2=CC=CC=C12)C(=O)[C@H]1C[C@@H]([C@@H](CO1)NC(OC(C)(C)C)=O)O tert-butyl ((3R,4S,6R)-6-((S)-1-(4-fluorophenyl)-1,2,3,4-tetrahydroisoquinoline-2-carbonyl)-4-hydroxytetrahydro-2H-pyran-3-yl)carbamate